succinic acid mono-octadecylamide C(CCCCCCCCCCCCCCCCC)NC(CCC(=O)O)=O